C(#C)C1=CC(=NC=C1)NC(C)=O N-(4-ethynyl-2-pyridyl)acetamide